Trifluoromethanesulfonic acid 4-chloro-2-((E)-(3-phenyl-acryloyl))-phenyl ester ClC1=CC(=C(C=C1)OS(=O)(=O)C(F)(F)F)C(\C=C\C1=CC=CC=C1)=O